Dodecyl (tert-butoxycarbonyl)-L-phenylalaninate C(C)(C)(C)OC(=O)N[C@@H](CC1=CC=CC=C1)C(=O)OCCCCCCCCCCCC